ClC=1C=C(C=CC1F)N(C(=O)[C@H]1N(CCC1)C1=NC(=CC(=C1)C(F)(F)F)C)CC#C (S)-N-(3-chloro-4-fluorophenyl)-1-(6-methyl-4-(trifluoromethyl)pyridin-2-yl)-N-(prop-2-yn-1-yl)pyrrolidine-2-carboxamide